homomorpholin HCl Cl.N1CCOCCC1